C(C)OC(=O)C=1C=NC2=CC=C(C=C2C1NC1=CC(=C(C=C1)C)Cl)OCC.C(C)(C)O[C@H]1CN(CC1)CCO[C@H](C)C1=CC=CC=N1 6-((R)-1-(2-((R)-3-isopropoxypyrrolidin-1-yl)ethoxy)ethyl)pyridin ethyl-4-[(3-chloro-4-methylphenyl)amino]-6-ethoxy-3-quinolinecarboxylate